N-(9-((2R,3R,4S,5R)-4-(benzyloxy)-5-((benzyloxy)methyl)-5-(fluoromethyl)-3-hydroxytetrahydrofuran-2-yl)-6-hydroxy-9H-purin-2-yl)isobutyramide C(C1=CC=CC=C1)O[C@H]1[C@H]([C@@H](O[C@]1(CF)COCC1=CC=CC=C1)N1C2=NC(=NC(=C2N=C1)O)NC(C(C)C)=O)O